2-[3-[[6-(5-cyanopyrazolo[3,4-b]pyridin-1-yl)-4-(cyclopropylamino)pyridine-3-carbonyl]amino]-2-fluoro-1-methyl-propoxylethoxylethoxy]acetate C(#N)C=1C=C2C(=NC1)N(N=C2)C2=CC(=C(C=N2)C(=O)NCC(C(OCCOCCOCC(=O)[O-])C)F)NC2CC2